NCC1=CC=C(C=C1)P(O)(O)=O (4-(aminomethyl)phenyl)phosphonic acid